O1C(C1)COCCCCOCC(CO)O 3-[4-(2-oxiranylmethoxy)butoxy]-1,2-propanediol